ClC=1C=2C=3N(C(=NC2C=CC1)N[C@H]1C(NCCCC1)=O)N=C(N3)C=3C=NN(C3)C (3R)-3-{[10-chloro-2-(1-methyl-1H-pyrazol-4-yl)[1,2,4]triazolo[1,5-c]quinazolin-5-yl]amino}azepan-2-one